C(#N)C1(CCN(CC1)C(=O)OC(C)(C)C)CC1=CC=C(C=C1)B1OC(C(O1)(C)C)(C)C tert-Butyl 4-cyano-4-[[4-(4,4,5,5-tetramethyl-1,3,2-dioxaborolan-2-yl)phenyl]methyl]piperidine-1-carboxylate